2-(4,5-dichloro-6-oxo-pyridazin-1-yl)-N-(2,5-dimethyl-1,1-dioxo-3,4-dihydro-1,2,5-benzothiadiazepin-8-yl)acetamide ClC=1C=NN(C(C1Cl)=O)CC(=O)NC1=CC2=C(N(CCN(S2(=O)=O)C)C)C=C1